(2E)-3-(1H-imidazol-4-yl)-N-[2-(1H-pyrrol-2-yl)ethyl]prop-2-enamide N1C=NC(=C1)/C=C/C(=O)NCCC=1NC=CC1